3,9-bis[2-{3-(3-tert-butyl-4-hydroxy-5-methylphenyl)propionyloxy}-1,1-dimethylethyl]-2,4,8,10-tetraoxaspiro[5.5]-undecane C(C)(C)(C)C=1C=C(C=C(C1O)C)CCC(=O)OCC(C)(C)C1OCC2(CO1)COC(OC2)C(COC(CCC2=CC(=C(C(=C2)C)O)C(C)(C)C)=O)(C)C